N1C(CNC(CNC(CNC(CNC(CNC(CNC(CNC(CNC(CNC(CNC(CC1)=O)=O)=O)=O)=O)=O)=O)=O)=O)=O)=O 1,4,7,10,13,16,19,22,25,28,31-undecazacyclotetratriacontane-2,5,8,11,14,17,20,23,26,29,32-undecone